2,6,10-trimethyl-9-undecene-1-aldehyde CC(C=O)CCCC(CCC=C(C)C)C